CN1C2NCC=CN2CCC1 7-methyl-1,5,7-triazabicyclo(4.4.0)decene